C(C)OC1=C(C=CC=C1)NC(C1=CC=C(C=C1)O[C@H](C(=O)NC1=CC=C(C=C1)Cl)C)=O (S)-N-(2-ethoxyphenyl)-4-((1-((4-chlorophenyl)amino)-1-oxopropan-2-yl)oxy)benzamide